lead iron sulfate S(=O)(=O)([O-])[O-].[Fe+2].[Pb+2].S(=O)(=O)([O-])[O-]